NC1=NC2=CC(=CC=C2C=C1Br)C[C@@H]1OC[C@]2([C@@H]1O[C@H](C2O)N2C=CC1=C2N=CN=C1N)O (2R,3aS,6S,6aR)-6-((2-amino-3-bromoquinolin-7-yl)methyl)-2-(4-amino-7H-pyrrolo[2,3-d]pyrimidin-7-yl)tetrahydrofurano[3,4-b]furan-3,3a(4H)-diol